2-((1r,3r)-3-(4-bromo-1-oxoisoindolin-2-yl)cyclobutyl)-N-(3-methoxy-4-methylphenyl)acetamide BrC1=C2CN(C(C2=CC=C1)=O)C1CC(C1)CC(=O)NC1=CC(=C(C=C1)C)OC